5-{1-fluoro-3-hydroxy-7-[1-(thiophene-3-sulfonyl)-2,5-dihydro-1H-pyrrol-3-yl]naphthalen-2-yl}-1λ6,2,5-thiadiazolidine-1,1,3-trione FC1=C(C(=CC2=CC=C(C=C12)C=1CN(CC1)S(=O)(=O)C1=CSC=C1)O)N1CC(NS1(=O)=O)=O